C1(CCCCC1)C1(C(NC2=C(C=CC=C12)C(F)(F)F)=O)N1CCC(=CC1)B(O)O (1-(3-cyclohexyl-2-oxo-7-(trifluoromethyl)indolin-3-yl)-1,2,3,6-tetrahydropyridin-4-yl)boronic acid